C(C)(=O)C=1C=CC2=C(NC(=N2)C(CC2=CC=CC=C2)N2C(CN(C(C2)=O)C2=C(C=CC(=C2)Cl)N2N=NC(=C2)Cl)=O)C1 1-(1-(6-acetyl-1H-benzo[d]imidazol-2-yl)-2-phenylethyl)-4-(5-chloro-2-(4-chloro-1H-1,2,3-triazol-1-yl)phenyl)piperazine-2,5-dione